COC1(COC1)C1=CC=C(C=C1)NC(=O)N1CCC(CC1)NC=1SC2=C(N1)C=CC(=C2)C(F)(F)F N-(4-(3-methoxyoxetan-3-yl)phenyl)-4-((6-(trifluoromethyl)benzo[d]thiazol-2-yl)amino)piperidine-1-carboxamide